tert-butyl (3RS,4RS)-3-(2-chlorophenyl)-4-(4-fluoro-4-(((R,Z)-4-(methylsulfonyl)but-3-en-2-yl)carbamoyl)piperidine-1-carbonyl)pyrrolidine-1-carboxylate ClC1=C(C=CC=C1)[C@@H]1CN(C[C@@H]1C(=O)N1CCC(CC1)(C(N[C@H](C)\C=C/S(=O)(=O)C)=O)F)C(=O)OC(C)(C)C |&1:7,11|